2H-pyran-3-yl (S)-2-(((R)-2-(benzyloxy)propanoyl)oxy)propanoate C(C1=CC=CC=C1)O[C@@H](C(=O)O[C@H](C(=O)OC=1COC=CC1)C)C